4'-(bromomethyl)-[1,1'-biphenyl]-2-carboxylic acid tert-butyl ester C(C)(C)(C)OC(=O)C=1C(=CC=CC1)C1=CC=C(C=C1)CBr